(1R,4R)-4-(((2-((1-ethyl-1H-pyrazol-4-yl)amino)-5-fluoro-pyrimidin-4-yl)oxy)methyl)cyclohexan-1-ol C(C)N1N=CC(=C1)NC1=NC=C(C(=N1)OCC1CCC(CC1)O)F